BrC=1C=C2C(=NC1CO)N(C=C2)COCC[Si](C)(C)C (5-bromo-1-[[2-(trimethylsilyl)ethoxy]methyl]pyrrolo[2,3-b]pyridin-6-yl)methanol